ClC1=C(C=C(C(=C1)Cl)OCC#C)N1C(OC(=N1)C(C)(C)C)=O 3-[2,4-dichloro-5-(2-propyn-1-yloxy)phenyl]-5-(1,1-dimethylethyl)-1,3,4-oxadiazol-2(3H)-one